C1(C(NC=2C=NC=3C=CC=CC3C21)=O)=O 1H-pyrrolo[2,3-c]Quinoline-1,2(3H)-dione